ethylcapric acid C(C)C(C(O)=O)CCCCCCCC